2-fluoro-3-hydroxy-3-methylbutyl-4-(isopropylamino)-6-(pyrimidin-5-yl)quinoline-3-carboxamide FC(CC1=NC2=CC=C(C=C2C(=C1C(=O)N)NC(C)C)C=1C=NC=NC1)C(C)(C)O